CC1=C(C(CC1)=O)C(C)=CCC=CCC 3-Methyl-2-(octa-2,5-dien-2-yl)cyclopent-2-en-1-one